(5S,6S)-5-hydroxy-6-((R)-5H-imidazo[5,1-a]isoindol-5-yl)-5,6,7,8-tetrahydroquinoline-2-carboxamide O[C@@H]1C=2C=CC(=NC2CC[C@H]1[C@H]1N2C(C3=CC=CC=C13)=CN=C2)C(=O)N